ClC1=C(C(=CC(=C1)F)Cl)C1=CC=NC2=CC(=CC=C12)O[C@@H](C(=O)N1C[C@H](CCC1)CC(=O)O)C 2-[(3R)-1-[(2R)-2-[[4-(2,6-dichloro-4-fluoro-phenyl)-7-quinolyl]oxy]propanoyl]-3-piperidyl]acetic acid